5-(((1R)-1-(2-(aminomethyl)-4,5-difluoro-2-methyl-2,3-dihydrobenzofuran-7-yl)ethyl)amino)pyrazolo[1,5-a]pyrimidine-3-carboxylic acid NCC1(OC2=C(C1)C(=C(C=C2[C@@H](C)NC2=NC=1N(C=C2)N=CC1C(=O)O)F)F)C